C(=O)(OCC1C2=CC=CC=C2C2=CC=CC=C12)N[C@@H](CCC(=O)[O-])C(=O)[O-] Fmoc-L-glutamate